(6R)-17-amino-12-[(3-tert-butylphenyl)methyl]-6-hydroxy-6,15-bis(trifluoromethyl)-19-oxa-3,4,12,18-tetrazatricyclo[12.3.1.12,5]nonadeca-1(18),2,4,14,16-pentaen-13-one NC1=CC(=C2C(N(CCCCC[C@@](C3=NN=C(C1=N2)O3)(C(F)(F)F)O)CC3=CC(=CC=C3)C(C)(C)C)=O)C(F)(F)F